FC1=CC=C(C=C1)C(CCNC)OC1=CC=C(CN2CCN(C3=C(C2=O)C=CC=N3)C)C=C1 4-(4-(1-(4-Fluorophenyl)-3-(methylamino)propoxy)benzyl)-1-methyl-1,2,3,4-tetrahydro-5H-pyrido[2,3-e][1,4]diazepin-5-one